C1(CC1)N1CCN(CC1)C1=CC(=C(C=C1)NC1=NC=C(C(=N1)NCCCN1C(CCCC1)=O)C(F)(F)F)C 1-(3-((2-((4-(4-cyclopropylpiperazin-1-yl)-2-methylphenyl)amino)-5-(trifluoromethyl)pyrimidin-4-yl)amino)propyl)piperidin-2-one